CN(CCCC=1C(=CC(N(N1)CC1=CC=C(C=C1)OC)=O)C(F)(F)F)C 6-(3-(Dimethylamino)propyl)-2-(4-methoxybenzyl)-5-(trifluoromethyl)pyridazin-3(2H)-one